C(C)(C)(C)OC(=O)N(S(=O)(=O)C=1C=C(C=CC1)N(C(OC(C)(C)C)=O)S(=O)(=O)CCCC=C)C=1SC(=C(N1)C1=C(C=CC=C1)C=C)C1=CC(=CC=C1)OCCC(C)(C)C tert-butyl N-[3-[tert-butoxycarbonyl-[5-[3-(3,3-dimethylbutoxy)phenyl]-4-(2-vinylphenyl)thiazol-2-yl]sulfamoyl]phenyl]-N-pent-4-enylsulfonyl-carbamate